4-(2-oxoethyl)bicyclo[2.2.1]heptane O=CCC12CCC(CC1)C2